C1(CCC1)C=1N=CC2=C(N1)NC=C2C=2C=C(C1=C(N(C(=N1)C)C(C)C)C2)F 2-Cyclobutyl-5-(4-fluoro-1-isopropyl-2-methyl-1H-benzo[d]imidazol-6-yl)-7H-pyrrolo[2,3-d]pyrimidine